ClC1=C(C(=O)N2CCN(CC2)C(=O)C2CCN(CC2)CCNC(OC(C)(C)C)=O)C=CC(=C1)NC(=O)C=1N(C(=CN1)C1=C(C(=C(C=C1)OC)F)F)C tert-butyl (2-(4-(4-(2-chloro-4-(5-(2,3-difluoro-4-methoxyphenyl)-1-methyl-1H-imidazole-2-carboxamido)benzoyl)piperazine-1-carbonyl)piperidin-1-yl)ethyl)carbamate